6-Chloro-4-((7-methoxy-1-(3,3,3-trifluoropropyl)-1H-pyrazolo[4,3-c]pyridin-6-yl)amino)-N-(methyl-d3)nicotinamide ClC1=NC=C(C(=O)NC([2H])([2H])[2H])C(=C1)NC1=C(C2=C(C=N1)C=NN2CCC(F)(F)F)OC